ClC1=CC2=C(N(C(C(N2C)=O)=O)C2CCN(CC2)C(C2=CN=C(C=C2)Cl)=O)N=C1 7-chloro-4-(1-(6-chloronicotinoyl)piperidin-4-yl)-1-methyl-1,4-dihydropyrido[2,3-b]pyrazine-2,3-Dion